6-methyl-2-(1-(oxetan-3-yl)-1H-pyrazol-4-yl)-4-(2-(p-tolyl)propan-2-yl)-1,6-dihydro-7H-pyrrolo[2,3-c]pyridin-7-one CN1C(C2=C(C(=C1)C(C)(C)C1=CC=C(C=C1)C)C=C(N2)C=2C=NN(C2)C2COC2)=O